1-amino-2-phenyl-cyclopropanecarboxylic acid NC1(C(C1)C1=CC=CC=C1)C(=O)O